COC[C@H](C(N1C(C(N(C(C1([2H])[2H])([2H])[2H])C1=CC(=C(C=C1)[2H])C(F)(F)F)([2H])[2H])([2H])[2H])=O)NC(C)=O (R)-N-(3-methoxy-1-oxo-1-(4-(3-(trifluoromethyl)phenyl-4-d)piperazin-1-yl-2,2,3,3,5,5,6,6-d8)propan-2-yl)acetamide